1-(2-iodophenyl)-1H-indole IC1=C(C=CC=C1)N1C=CC2=CC=CC=C12